glucosyl-ketoprofen C1([C@H](O)[C@@H](O)[C@H](O)[C@H](O1)CO)C(C(O)=O)(C)C1=CC(C(=O)C2=CC=CC=C2)=CC=C1